(2-methyl)-3-hydroxypropionaldehyde CC(C=O)CO